ethyl 6-((1-(cyclopropylsulfonyl)cyclopropyl)methyl)-7-oxo-4,5,6,7-tetrahydro-1H-pyrazolo[3,4-c]pyridine-3-carboxylate C1(CC1)S(=O)(=O)C1(CC1)CN1C(C2=C(CC1)C(=NN2)C(=O)OCC)=O